NC1CCN(CC1)C1=CC=C(C=C1)C1=CC(=CC=C1)C(=O)N[C@@H](C=1NC2=CC=CC=C2C1)C1=C(C=CC(=C1)Cl)O (R)-4'-(4-aminopiperidin-1-yl)-N-((5-chloro-2-hydroxyphenyl)(1H-indol-2-yl)methyl)-[1,1'-biphenyl]-3-carboxamide